COC=1C=C(C=C(C1CC=C(C)C)\C=C\C1=CC(=C(C=C1)[N+](=O)[O-])OC)O (E)-3-methoxy-5-(3-methoxy-4-nitrostyryl)-4-(3-methylbut-2-en-1-yl)phenol